tert-Butyl 5-bromo-7-methyl-1H-indazole-1-carboxylate BrC=1C=C2C=NN(C2=C(C1)C)C(=O)OC(C)(C)C